2-(cyclopropoxy)-4-[rac-(2R,5S)-5-methyl-2-piperidyl]pyridine C1(CC1)OC1=NC=CC(=C1)[C@@H]1NC[C@H](CC1)C |r|